1-(4-((7-(cyclobutanecarbonyl)-5H-pyrrolo[2,3-b]pyrazin-2-yl)amino)piperidin-1-yl)prop-2-en-1-one C1(CCC1)C(=O)C1=CNC2=NC=C(N=C21)NC2CCN(CC2)C(C=C)=O